[Si](C)(C)(C(C)(C)C)OC[C@@H]1[C@H](C[C@@H](O1)N1C=NC=2C(N)=NC=NC12)OCC1=C(C=CC=C1)[N+](=O)[O-] 5'-O-(tert-butyldimethylsilyl)-3'-O-(2-nitrobenzyl)-2'-deoxyadenosine